NC1=NN2C(C=CC(=C2)C=2C=CC(=C(C2)N2OCC[C@H]2C2=CC=CC=C2)C#N)=N1 (S)-N-(5-(2-amino-[1,2,4]triazolo[1,5-a]pyridin-6-yl)-2-cyanophenyl)-3-phenylisoxazolidine